6-[3-[3-methyl-1-(4-methyl-1,2,4-triazol-3-yl)cyclobutyl]phenyl]-7-oxo-4-(trifluoromethyl)-1H-pyrrolo[2,3-c]pyridine-2-carbaldehyde CC1CC(C1)(C1=NN=CN1C)C=1C=C(C=CC1)N1C(C2=C(C(=C1)C(F)(F)F)C=C(N2)C=O)=O